ClC1=NC=CC(=N1)OCC1=CC(=C(C=C1)C=1N(C=C(N1)C(F)(F)F)C1CC1)F 2-chloro-4-[[4-[1-cyclopropyl-4-(trifluoromethyl)imidazol-2-yl]-3-fluoro-phenyl]methoxy]pyrimidine